C[C@@H]1[C@](C(CO)=O)([C@]2(CC([C@@H]3[C@]4(C=CC(C=C4CC[C@H]3[C@@H]2C1)=O)C)=O)C)O 16b-methyl-17α,21-dihydroxypregna-1,4-diene-3,11,20-trione